S=C1CCNC12COCC2 7-oxa-1-thioxo-4-azaspiro[4.4]nonane